FC=1C(=C2C=NN(C2=CC1O)COCC[Si](C)(C)C)C(F)(F)F 5-fluoro-4-(trifluoromethyl)-1-((2-(trimethylsilyl)ethoxy)methyl)-1H-indazol-6-ol